3,5-di-t-butyl-4-hydroxybenzyl phosphonate P(OCC1=CC(=C(C(=C1)C(C)(C)C)O)C(C)(C)C)([O-])=O